BIS(2,4,6-trimethylbenzoyl)-phosphonate CC1=C(C(=O)OP(OC(C2=C(C=C(C=C2C)C)C)=O)=O)C(=CC(=C1)C)C